C(CCC)C1N(S(C2=C(N(C1)C1=CC=CC=C1)N=C(C(=C2)O\C=C(\C(=O)OCC)/F)SC)(=O)=O)C ethyl (Z)-3-((3-butyl-2-methyl-7-(methylthio)-1,1-dioxido-5-phenyl-2,3,4,5-tetrahydropyrido[2,3-f][1,2,5]thiadiazepin-8-yl)oxy)-2-fluoroacrylate